C(CCC)[Si](OC1CCC(CC1)OC1=CC=NC=C1)(C)C butyl-dimethyl-[4-(4-pyridyloxy)cyclohexoxy]silane